ethyl 2-[3-(hydroxymethyl) cyclobutyl]-2-methyl-propionate OCC1CC(C1)C(C(=O)OCC)(C)C